4,4-dimethyl-2-(morpholinomethyl)-2-phenyl-5-(4-methylthiophenyl)-3,4-dihydropyrrole CC1(CC(N=C1C1=CC=C(C=C1)SC)(C1=CC=CC=C1)CN1CCOCC1)C